N1(CCCC1)C=1C=C(N=NC1)C(=O)O 5-pyrrolidin-1-ylpyridazine-3-carboxylic acid